carbamyl ethyl phosphate ammonium salt [NH4+].P(=O)(OC(N)=O)(OCC)[O-]